BrC(CO)=C(C)Br 2,3-dibromobut-2-en-1-ol